ClC=1C=2N(C=CN1)C=NN2 8-chloro-[1,2,4]triazolo[4,3-a]pyrazine